1-{4-[1-(1-Ethyl-propyl)-7-((R)-1-naphthalen-2-yl-ethylamino)-1H-pyrazolo[4,3-d]pyrimidin-5-yl]-piperazin-1-yl}-ethanon C(C)C(CC)N1N=CC=2N=C(N=C(C21)N[C@H](C)C2=CC1=CC=CC=C1C=C2)N2CCN(CC2)C(C)=O